[Cl-].ClC1=C(NC(=C1Cl)C)C(=O)NC1=C(C=C(C=C1)C1=NOC(N1)=O)N1CC[NH2+]CC1 4-(2-(3,4-Dichloro-5-methyl-1H-pyrrole-2-carboxamido)-5-(5-oxo-4,5-dihydro-1,2,4-oxadiazol-3-yl)phenyl)piperazin-1-ium chloride